Diethyl (2-(4-chlorophenyl)-2-methylpropanoyl)-L-valyl-D-glutamate ClC1=CC=C(C=C1)C(C(=O)N[C@@H](C(C)C)C(=O)N[C@H](CCC(=O)OCC)C(=O)OCC)(C)C